C(C)(C)C1=NOC(=N1)N1CCC(CC1)COC1=NN2C(S1)=NC(=C2)C2=CC=NC=C2 3-isopropyl-5-(4-(((6-(pyridin-4-yl)imidazo[2,1-b][1,3,4]thiadiazol-2-yl)oxy)methyl)piperidin-1-yl)-1,2,4-oxadiazole